[Mo].O water molybdenum